tri-tert-butyl (3S,10S,14S)-1-[(1r,4S)-4-(aminomethyl)cyclohexyl]-1,4,12-trioxo-3-{[3-(pentafluoro-lambda6-sulfanyl)phenyl]methyl}-2,5,11,13-tetraazahexadecane-10,14,16-tricarboxylate NCC1CCC(CC1)C(N[C@H](C(NCCCC[C@H](NC(N[C@@H](CCC(=O)OC(C)(C)C)C(=O)OC(C)(C)C)=O)C(=O)OC(C)(C)C)=O)CC1=CC(=CC=C1)S(F)(F)(F)(F)F)=O